C[GeH2]C Dimethyl-germane